ClC1=C(C=C(C=C1)C1=CN(C(C=C1)=O)C(C)C)C[C@@H](C(=O)NC1=CC=C(C=C1)C1=NN=CN1C)NC(=O)C12CC(C1)C2 N-[(1S)-1-[[2-chloro-5-(1-isopropyl-6-oxo-3-pyridyl)phenyl]methyl]-2-[4-(4-methyl-1,2,4-triazol-3-yl)anilino]-2-oxo-ethyl]bicyclo[1.1.1]pentane-3-carboxamide